6,7-dimethyl-2-((2S)-2-(2-methyl-4-pyridinyl)-4-morpholinyl)pteridine CC=1N=C2C=NC(=NC2=NC1C)N1C[C@@H](OCC1)C1=CC(=NC=C1)C